(4-(3-(benzyloxy)cyclobutyl)-1-(2,6-difluoro-4-methoxyphenyl)-1H-imidazol-2-yl)-4-(difluoromethoxy)benzamide C(C1=CC=CC=C1)OC1CC(C1)C=1N=C(N(C1)C1=C(C=C(C=C1F)OC)F)C1=C(C(=O)N)C=CC(=C1)OC(F)F